1-propylguanidine C(CC)NC(=N)N